triphenylsulfonium 1-[2-(methacryloxy)ethyloxycarbonyl]-1-fluoro-1-(pentafluorosulfanyl)-methanesulfonate C(C(=C)C)(=O)OCCOC(=O)C(S(=O)(=O)[O-])(S(F)(F)(F)(F)F)F.C1(=CC=CC=C1)[S+](C1=CC=CC=C1)C1=CC=CC=C1